4-(3,4-dichlorophenyl)-1,2,3,4-tetrahydro-N-methyl-1-naphthylamine ClC=1C=C(C=CC1Cl)C1CCC(C2=CC=CC=C12)NC